C(C1=CC=CC=C1)OC=1C(C(=CN2C1C(N1[C@H](CCC([C@H]2C1)=CC(=O)OC)C)=O)C(NCC1=C(C=C(C=C1)F)F)=O)=O methyl 2-((3S,7S)-12-(benzyloxy) 10-((2,4-difluorobenzyl)carbamoyl)-3-methyl-1,11-dioxo-1,4,5,11-tetrahydro-3H-2,7-methanopyrido[1,2-a][1,4]diazonin-6(7H)-ylidene)acetate